2-(1-benzylpiperidin-4-yl)-4-(2-phenylethyl)-2,3-dihydropyridazin-3-one hydrochloride Cl.C(C1=CC=CC=C1)N1CCC(CC1)N1N=CC=C(C1=O)CCC1=CC=CC=C1